CC(=O)NC1=NC2=C(C(=N1)OC(=O)N(C3=CC=CC=C3)C4=CC=CC=C4)NC=N2 N2-acetyl-O6-(diphenylcarbamoyl)guanine